FC1=CC=C(C=C1)[C@H]1NCCC2=CC=CC=C12 |r| racemic-1-(4-fluorophenyl)-1,2,3,4-tetrahydroisoquinoline